methyl 2-(6-iodo-1-oxo-4-(trifluoromethyl)-3,4-dihydroisoquinolin-2(1H)-yl)acetate IC=1C=C2C(CN(C(C2=CC1)=O)CC(=O)OC)C(F)(F)F